2-isopropenyl-5-methyl-4-hexen-1-yl 2,2-dimethylpropionate CC(C(=O)OCC(CC=C(C)C)C(=C)C)(C)C